7-((tetrahydro-2H-pyran-4-yl)amino)-3-(2,2,2-trifluoroethyl)benzofuran O1CCC(CC1)NC1=CC=CC=2C(=COC21)CC(F)(F)F